C[Si](OCCN)(C(C)(C)C)C 2-{[Dimethyl(2-methylprop-2-yl)silyl]oxy}ethan-1-amine